(3-amino-2-bromo-4-hydroxy-6-nitrophenyl)(2-chloro-5-fluorophenyl)methanone NC=1C(=C(C(=CC1O)[N+](=O)[O-])C(=O)C1=C(C=CC(=C1)F)Cl)Br